COC(=O)C1(C(C(=NN1C1=CC(=CC=C1)F)C1=CC=C(C=C1)F)CCCC)C 4-butyl-1-(3-fluorophenyl)-3-(4-fluorophenyl)-5-methyl-4,5-dihydro-1H-pyrazole-5-carboxylic acid methyl ester